CC(C)(C)OC(=O)N1C2CNCC1CC2 3,8-diazabicyclo[3.2.1]octane-8-carboxylic acid-2-methylpropan-2-yl Ester